C(C)(C)(C)OC(=O)N1C2(CCC1(CC2)CC[C@@H]2CC[C@H](CC2)OC)C=O.C(=CC)C=2OC=CC2 2-propenyl-furan tert-Butyl-1-formyl-4-(2-(trans-4-methoxycyclohexyl)ethyl)-7-azabicyclo-[2.2.1]heptane-7-carboxylate